CC1(C\C(\CCC1)=C\C=O)C (E)-(3,3-dimethylcyclohexylidene)-Acetaldehyde